N1(N=CC=C1)C=1C=C(C(=O)O)C=CC1 3-(1H-pyrazol-1-yl)benzoic acid